tert-butyl 3-(benzyloxy)-1H-pyrazole-1-carboxylate C(C1=CC=CC=C1)OC1=NN(C=C1)C(=O)OC(C)(C)C